FC1=CC=C(CC=2SC=C(N2)C2=CC=C(C(=O)O)C=C2)C=C1 4-(2-(4-fluorobenzyl)thiazole-4-yl)benzoic acid